5-((5-(4-((1r,3r)-3-((5-(difluoromethyl)-5H-pyrido[4,3-b]indol-7-yl)oxy)cyclobutoxy)piperidin-1-yl)pentyl)oxy)-2-(2,6-dioxopiperidin-3-yl)isoindoline-1,3-dione FC(N1C2=C(C=3C=CC(=CC13)OC1CC(C1)OC1CCN(CC1)CCCCCOC=1C=C3C(N(C(C3=CC1)=O)C1C(NC(CC1)=O)=O)=O)C=NC=C2)F